Tert-butyl 2'-{[(trifluoromethyl)sulfonyl]oxy}-5',6'-dihydro-1H-spiro[pyrrolidine-3,4'-pyrrolo[1,2-b]pyrazole]-1-carboxylate FC(S(=O)(=O)OC=1C=C2N(N1)CCC21CN(CC1)C(=O)OC(C)(C)C)(F)F